1-(4-((5-chloro-4-(1,2,5,6-tetrahydropyridin-3-yl)pyrimidin-2-yl)amino)piperidin-1-yl)ethan-1-one ClC=1C(=NC(=NC1)NC1CCN(CC1)C(C)=O)C=1CNCCC1